(5-Aminopentanoylamino)-N-(4,5-dimethylthiazol-2-yl)benzamide NCCCCC(=O)NC1=C(C(=O)NC=2SC(=C(N2)C)C)C=CC=C1